3-nitro-6-(trifluoromethyl)quinolin-4-ol [N+](=O)([O-])C=1C=NC2=CC=C(C=C2C1O)C(F)(F)F